ClC=1C=C(C=CC1)[C@@H]1NCCC1 (R)-2-(3-chlorophenyl)pyrrolidine